ClC1=CC2=C(N=C(O2)OC2=CC=C(OC(C(=O)O)C)C=C2)C=C1 2-[4-(6-chloro-2-benzoxazoloxy)phenoxy]propionic acid